N-{(6R*)-7,7-difluoro-2-[6-methyl-4-(2,4,6-trifluorophenyl)[1,2]oxazolo[4,5-c]pyridin-3-yl]-3-oxo-2,3,5,6,7,8-hexahydroimidazo[1,5-a]pyridin-6-yl}methanesulfonamide FC1(CC=2N(C[C@H]1NS(=O)(=O)C)C(N(C2)C2=NOC1=C2C(=NC(=C1)C)C1=C(C=C(C=C1F)F)F)=O)F |o1:6|